2-(benzo[c][1,2,5]oxadiazole-5-carbonyl)-N-(3,5-dichlorophenyl)hydrazinecarboxamide N=1ON=C2C1C=CC(=C2)C(=O)NNC(=O)NC2=CC(=CC(=C2)Cl)Cl